N-(4-(5-(difluoromethyl)-1,3,4-oxadiazol-2-yl)-2-fluorobenzyl)-4-fluoro-1-methyl-N-phenylpiperidine-4-carboxamide FC(C1=NN=C(O1)C1=CC(=C(CN(C(=O)C2(CCN(CC2)C)F)C2=CC=CC=C2)C=C1)F)F